D-(+)-thre-ose O=C[C@@H](O)[C@H](O)CO